C1(CC1)C1=C(C(=NO1)C1=C(C=CC=C1Cl)Cl)COC1CCN(CC1)C=1C=C(C#N)C=CC1 3-(4-((5-cyclopropyl-3-(2,6-dichlorophenyl)isoxazol-4-yl)methoxy)piperidin-1-yl)benzonitrile